C(C=C)N(C(C1=C(C=C(C=C1)C1=NOC(C1)(C(F)(F)F)C1=CC(=CC(=C1)Cl)Cl)C)=O)C1=NN(C(=N1)C)CC=C N-allyl-N-(1-allyl-5-methyl-1H-1,2,4-triazol-3-yl)-4-(5-(3,5-dichlorophenyl)-5-(trifluoromethyl)-4,5-dihydroisoxazol-3-yl)-2-methylbenzamide